C1(CCC(N1OC(=O)N1C(C=CC=C1)SSC(C1=CC=CC=C1)C)=O)=O N-succinimidyl-oxycarbonyl-α-methyl-α-(2-pyridyldithio)toluene